1,1-difluoro-1,9a-dihydropyrido[2,1-c][1,4]thiazine-3,4-dicarboxylic acid FC1(SC(=C(N2C1C=CC=C2)C(=O)O)C(=O)O)F